COC1=C(C=CC(=C1)C=CC(OC1CCC2(C3CCC4(C(CCC4C3CC=C2C1)C(C)CCC(CC)C(C)C)C)C)=O)[O-] 2-methoxy-4-(3-oxo-3-{[10,13-dimethyl-17-(5-isopropylhept-2-yl)-2,3,4,7,8,9,11,12,14,15,16,17-dodecahydro-1H-cyclopenta[a]phenanthren-3-yl]oxy}prop-1-enyl)phenolate